CC1=C(C=C(C=C1)N1CCNCC1)NC(CC)=O N-[2-methyl-5-(piperazin-1-yl)phenyl]propanamide